COC1=C(C(=O)O)C=C(C=C1)OCCCNC(CCCC(NCCCOCCOCCOCCCNC(CCCC[C@@H]1SC[C@@H]2NC(N[C@@H]21)=O)=O)=O)=O 2-Methoxy-5-((5,9,25-trioxo-29-((3aS,4S,6aR)-2-oxohexahydro-1H-thieno[3,4-d]imidazol-4-yl)-14,17,20-trioxa-4,10,24-triazanonacosyl)oxy)benzoic acid